Bis-(2,2'-bipyridinamine) copper (II) perchlorate Cl(=O)(=O)(=O)[O-].[Cu+2].N1=C(C(=CC=C1)N)C1=NC=CC=C1.N1=C(C(=CC=C1)N)C1=NC=CC=C1.Cl(=O)(=O)(=O)[O-]